N-(2,4-difluoro-3-(7-fluoro-3-(1H-imidazol-2-yl)-1H-indazol-6-yl)phenyl)-2-fluoro-3-hydroxybenzene-sulfonamide FC1=C(C=CC(=C1C1=CC=C2C(=NNC2=C1F)C=1NC=CN1)F)NS(=O)(=O)C1=C(C(=CC=C1)O)F